C(C1=CC=CC=C1)(=O)OC1=NN2C(C(=CC3=C2C(CN3C(CCl)=O)(C)C)CC3=CC=C(C=C3)F)=N1 6-(2-Chloroacetyl)-4-(4-fluorobenzyl)-8,8-dimethyl-7,8-dihydro-6H-pyrrolo[2,3-e][1,2,4]triazolo[1,5-a]pyridin-2-yl benzoate